4-((3-(8-(4-Cyanophenyl)-3,4-dihydro-2H-pyrido[4,3-b][1,4]oxazine-4-carbonyl)azetidin-1-yl)sulfonyl)benzonitrile C(#N)C1=CC=C(C=C1)C1=CN=CC2=C1OCCN2C(=O)C2CN(C2)S(=O)(=O)C2=CC=C(C#N)C=C2